((S)-3-(4-(5-(2,3-dihydro-1H-inden-4-yl)-6-methoxy-1H-pyrazolo[4,3-b]pyridin-3-yl)-1H-pyrazol-1-yl)pyrrolidin-1-yl)((S)-1-(2-fluoroethyl)azetidin-2-yl)methanone C1CCC2=C(C=CC=C12)C1=C(C=C2C(=N1)C(=NN2)C=2C=NN(C2)[C@@H]2CN(CC2)C(=O)[C@H]2N(CC2)CCF)OC